ClC=1C=C2C=C(NC2=CC1)C(=O)NC(C(=O)N1CC2(C1)CC(C2)O)CC=2SC=C(N2)Cl 5-chloro-N-(3-(4-chlorothiazol-2-yl)-1-(6-hydroxy-2-azaspiro[3.3]heptan-2-yl)-1-oxopropan-2-yl)-1H-indole-2-carboxamide